NCC1=CC=C(C=C1)C1=CC(=C(C=C1)OCC)S(=O)(=O)N1CCC2(C[C@@H](CO2)NC[C@@H](COC2=C(C(=CC=C2)S(=O)(=O)C)F)O)CC1 (S)-1-((S)-8-(4'-(aminomethyl)-4-ethoxybiphenyl-3-ylsulfonyl)-1-oxa-8-azaspiro[4.5]decan-3-ylamino)-3-(2-fluoro-3-(methylsulfonyl)phenoxy)propan-2-ol